6-(1-methyl-1H-pyrazol-4-yl)pyrazolo[1,5-a]pyrazin-4(5H)-one CN1N=CC(=C1)C=1NC(C=2N(C1)N=CC2)=O